N1=C(N=CC=C1)/C=C/C(=O)N1C(C=CCC1)=O (E)-1-(3-(pyrimidin-2-yl)acryloyl)-5,6-dihydropyridin-2(1H)-one